(2S)-2-((((9H-fluoren-9-yl)methoxy)carbonyl)amino)-5-(2,2-dimethyl-1,3-dioxolan-4-yl)pentanoic acid C1=CC=CC=2C3=CC=CC=C3C(C12)COC(=O)N[C@H](C(=O)O)CCCC1OC(OC1)(C)C